BrC1=CC=2COCC(C2S1)=O 2-bromo-4H-thieno[3,2-c]pyran-7(6H)-one